(6-(1H-benzo[d]imidazol-6-yl)pyrazolo[1,5-a]pyridin-3-yl)piperazine-1-carboxylic acid tert-butyl ester C(C)(C)(C)OC(=O)N1C(CNCC1)C=1C=NN2C1C=CC(=C2)C=2C=CC1=C(NC=N1)C2